anthrabenzoxazine C1=CNOC=2C1=CC=C1C2C=CC2=CC3=CC=CC=C3C=C21